tert-butyl N-[3-[2-benzyloxyethyl-[3-(tert-butoxycarbonylamino)propyl]amino]propyl]carbamate C(C1=CC=CC=C1)OCCN(CCCNC(OC(C)(C)C)=O)CCCNC(=O)OC(C)(C)C